C(C)N1C2=NC(=NC(=C2N=C1C1=CC=NC=C1)N1CCOCC1)C(C)=O 1-(9-ethyl-6-morpholino-8-(pyridin-4-yl)-9H-purin-2-yl)ethanone